N-(4-cyano-2-fluoro-phenyl)-4-fluoro-5-phenyl-1H-pyrrole-3-sulfonamide C(#N)C1=CC(=C(C=C1)NS(=O)(=O)C1=CNC(=C1F)C1=CC=CC=C1)F